CC1(OC2=CC3=C(C=C2C[C@@H]1OC(\C=C\C1=NC=CC=C1)=O)C=CC(O3)=O)C.BrC3=CC=C(C=C3)C3CC3 1-(p-bromophenyl)cyclopropane (S,E)-2,2-dimethyl-8-oxo-2,3,4,8-tetrahydropyrano[3,2-g]chromen-3-yl-3-(pyridin-2-yl)acrylate